(2,2,6,6-tetramethyl-4-piperidinyl)butylamine CC1(NC(CC(C1)CCCCN)(C)C)C